C(C)OC(=O)C1=CC2=C(N1CC1CC1)SC(=C2)C 6-(cyclopropylmethyl)-2-methyl-6H-thieno[2,3-b]pyrrole-5-carboxylic acid ethyl ester